7-(4-fluorophenyl)-3-[[4-hydroxy-1-[(3R,4R)-1-[2-(6-methyl-3-pyridyl)thiazole-5-carbonyl]-3-phenyl-piperidine-4-carbonyl]-4-piperidinyl]methyl]pyrrolo[2,3-d]pyrimidin-4-one FC1=CC=C(C=C1)N1C=CC2=C1N=CN(C2=O)CC2(CCN(CC2)C(=O)[C@H]2[C@@H](CN(CC2)C(=O)C2=CN=C(S2)C=2C=NC(=CC2)C)C2=CC=CC=C2)O